FC(C(=O)O)(F)F.C(C)OC=1C=C(C=2N(C1)N=CC2C#N)C=2C=NC(=CC2)N2CCN(CC2)CC2CCOCC2 6-ethoxy-4-(6-(4-((tetrahydro-2H-pyran-4-yl)methyl)piperazin-1-yl)pyridin-3-yl)pyrazolo[1,5-a]pyridine-3-carbonitrile 2,2,2-trifluoroacetate